BrC1=C(N=C2N(C1=O)C=CC=C2)N[C@@H]2C[C@@H](CN(C2)C)C=2C=C(OCCOCCOCCOC=1C=C3C(N(C(C3=CC1)=O)C1C(NC(CC1)=O)=O)=O)C=CC2 5-[2-[2-[2-[3-[(3R,5R)-5-[(3-Bromo-4-oxo-pyrido[1,2-a]pyrimidin-2-yl)amino]-1-methyl-3-piperidyl]phenoxy]ethoxy]ethoxy]ethoxy]-2-(2,6-dioxo-3-piperidyl)isoindoline-1,3-dione